1-fluorobicyclo[3.2.2]nonane FC12CCCC(CC1)CC2